5,8-dioxaspiro[3.4]octane-2-carboxaldehyde C1C(CC12OCCO2)C=O